2-(4-(aminomethyl)-2-cyclopropylphenyl)-N-(3-(piperidin-1-yl)propyl)benzo[d]imidazo[2,1-b]thiazole-7-carboxamide NCC1=CC(=C(C=C1)C=1N=C2SC3=C(N2C1)C=CC(=C3)C(=O)NCCCN3CCCCC3)C3CC3